trans-4-(2-(4-fluorophenyl)-6-(benzenesulfonyl)imidazo[4,5-d]pyrrolo[2,3-b]pyridin-1(6H)-yl)cyclohexanecarbonitrile FC1=CC=C(C=C1)C1=NC=2C(=C3C(=NC2)N(C=C3)S(=O)(=O)C3=CC=CC=C3)N1[C@@H]1CC[C@H](CC1)C#N